CC(CC(C)C)=NCCC[Si](OC)(OC)OC N-(1,3-dimethylbutylidene)-3-(trimethoxysilyl)-1-propylamine